1-(3-isopropyl-2-(2-methylpyridin-4-yl)-1H-indol-5-yl)imidazolidin-2-one C(C)(C)C1=C(NC2=CC=C(C=C12)N1C(NCC1)=O)C1=CC(=NC=C1)C